2-(2,5-Dioxopyrrolidin-1-yl)ethyl methyl (2E)-but-2-ene-1,4-dioate C(\C=C\C(=O)OC)(=O)OCCN1C(CCC1=O)=O